4-[(1S)-6-(butylamino)-3-(4-piperazin-1-ylsulfonylphenyl)pyrazolo[3,4-d]pyrimidin-1-yl]cyclohexanol C(CCC)NC1=NC=C2C(=N1)N(N=C2C2=CC=C(C=C2)S(=O)(=O)N2CCNCC2)C2CCC(CC2)O